N1(CCC1)C=1C=C(C=CC1)N1C(=C2C(N(N=CC2=C1C)C1=CC=C(C=C1)CCO)=O)C 6-(3-(azetidin-1-yl)phenyl)-2-(4-(2-hydroxyethyl)phenyl)-5,7-dimethyl-2,6-dihydro-1H-pyrrolo[3,4-d]pyridazin-1-one